Methyl (S)-3-((S)-sec-butyl)-2-oxo-1,2,3,5-tetrahydro-4H-benzo[e][1,4]diazepine-4-carboxylate [C@H](C)(CC)[C@@H]1N(CC2=C(NC1=O)C=CC=C2)C(=O)OC